C(C)N1CC(N(CC1)C)C(=O)OC1CC1 cyclopropyl 4-ethyl-1-methylpiperazine-2-carboxylate